N-(3-methoxybenzyl)-N-(3-(4-methylpiperazin-1-yl)benzyl)-4-((4-methylpiperazin-1-yl)methyl)thiazol-2-amine COC=1C=C(CN(C=2SC=C(N2)CN2CCN(CC2)C)CC2=CC(=CC=C2)N2CCN(CC2)C)C=CC1